ClC1=NC2=CC(=CC(=C2C(=C1)C)C)C 2-chloro-4,5,7-trimethyl-quinoline